Ethyl 2-phenyl-4-(thiophen-2-yl)-4,5-dihydrofuran-3-carboxylate C1(=CC=CC=C1)C=1OCC(C1C(=O)OCC)C=1SC=CC1